OC(N(C)C(C(C)O)S(=O)(=O)O)(O)O [N-tris-hydroxymethyl-methylamino]-2-hydroxypropanesulphonic acid